C(C)(C)C1=NC(=C2C=NC(=NN21)N[C@H]2[C@@H](COCC2)O)C(F)(F)F (3S,4R)-4-{[7-isopropyl-5-(trifluoromethyl)imidazo[4,3-f][1,2,4]triazin-2-yl]amino}oxan-3-ol